2-[2,4-dichloro-5-(prop-2-ynyloxy)phenyl]-5,6,7,8-tetrahydro-1,2,4-triazolo[4,3-a]pyridin-3(2H)-one ClC1=C(C=C(C(=C1)Cl)OCC#C)N1N=C2N(CCCC2)C1=O